tert-butyl 4-(6-chloro-1,5-naphthyridin-2-yl)-3,6-dihydropyridine-1(2H)-carboxylate ClC=1N=C2C=CC(=NC2=CC1)C=1CCN(CC1)C(=O)OC(C)(C)C